N-(2-chloro-5-(3-(4-(trifluoro-methyl)phenyl)-1H-pyrazolo[3,4-b]pyridin-1-yl)phenyl)acrylamide ClC1=C(C=C(C=C1)N1N=C(C=2C1=NC=CC2)C2=CC=C(C=C2)C(F)(F)F)NC(C=C)=O